O=C1NC(CCC1N1C(C2=CC(=C(C(=C2C1)F)C1CCN(CC1)CC=1C=C(C=CC1)NS(=O)(=O)C)F)=O)=O N-(3-((4-(2-(2,6-dioxopiperidin-3-yl)-4,6-difluoro-1-oxoisoindolin-5-yl)piperidin-1-yl)methyl)phenyl)methanesulfonamide